3-(azetidin-3-yl)-4-(1H-imidazol-4-yl)-1-(4-(trifluoromethoxy)phenyl)-1H-pyrazolo[3,4-b]pyridine 2,2,2-trifluoroacetate salt FC(C(=O)O)(F)F.N1CC(C1)C1=NN(C2=NC=CC(=C21)C=2N=CNC2)C2=CC=C(C=C2)OC(F)(F)F